1-(1-methyl-1H-pyrazole-4-carbonyl)piperidin-4-one CN1N=CC(=C1)C(=O)N1CCC(CC1)=O